chloroacetonyl-anthranilamide ClCC(CNC=1C(C(=O)N)=CC=CC1)=O